NC1=C(C2=C(S1)C=CC(=C2C=2C1=C(C=3C=NC(=NC3C2F)N2C[C@@H]3CN(C[C@@H]3C2)C)COC1)F)C#N 2-Amino-5-fluoro-4-(5-fluoro-3-((3aR,6aS)-5-methylhexahydropyrrolo-[3,4-c]pyrrol-2(1H)-yl)-7,9-dihydrofuro[3,4-f]-quinazolin-6-yl)benzo-[b]thiophene-3-carbonitrile